CC1(CC[C@@H](OC1)C=1C=C(C(=C(C1)[C@@H](C(=O)O)N1C[C@@H](CC1)OCCCCCC1=NC=2NCCCC2C(=C1)OC)OC)F)C (S)-2-(5-((R)-5,5-dimethyltetrahydro-2H-pyran-2-yl)-3-fluoro-2-methoxyphenyl)-2-((R)-3-((5-(4-methoxy-5,6,7,8-tetrahydro-1,8-naphthyridin-2-yl)pentyl)oxy)pyrrolidin-1-yl)acetic acid